2-chloro-N-(6-phenylpyridin-2-yl)-5-(trifluoromethyl)pyrimidin-4-amine ClC1=NC=C(C(=N1)NC1=NC(=CC=C1)C1=CC=CC=C1)C(F)(F)F